CC(C(C(=O)O)(C1=CC(=CC=C1)C)C1=CC=CC=C1)C(=O)O 3-methyl-2-phenyl-2-(3-methylphenyl)succinic acid